N-phenyl-p-phenylenediamine oxygen [O].C1(=CC=CC=C1)NC1=CC=C(C=C1)N